7-bromo-4-chloro-2-[(4-methoxyphenyl)methyl]-2H-[1,2,3]triazolo[4,5-c]quinoline BrC=1C=CC=2C=3C(C(=NC2C1)Cl)=NN(N3)CC3=CC=C(C=C3)OC